tert-butyl (3R)-4-{2'-ethoxy-6-[2-(methylamino)ethoxy]-[2,3'-bipyridin]-5-yl}-3-ethylpiperazine-1-carboxylate C(C)OC1=NC=CC=C1C1=NC(=C(C=C1)N1[C@@H](CN(CC1)C(=O)OC(C)(C)C)CC)OCCNC